FC=1C(=NC(=NC1)N[C@H]1[C@@H](COCC1)O)C1=CN=C(S1)C1CCN(CC1)C (3S,4R)-4-((5-fluoro-4-(2-(1-methylpiperidin-4-yl)thiazol-5-yl)pyrimidin-2-yl)amino)tetrahydro-2H-pyran-3-ol